[Cl-].C[N+](CC(COC(CCCCCCCCCCCCC)=O)(COC(NCCCCCCCCCCCCCC)=O)COC(CCCCCCCCCCCCC)=O)(C)C N,N,N-Trimethyl-3-(tetradecanoyloxy)-2-((tetradecanoyloxy)methyl)-2-(((tetradecylcarbamoyl)oxy)methyl)propan-1-aminium chloride